CN1N=NC2=C1C=CC(=C2C)[C@H](CC)C=2C=C(C1=C(C=CS1)C2)CN2CC1(OC3=C([C@H]2C)N=C(C=C3)O)CC1 |o1:30| (3R)-3-(1,4-dimethyl-1H-benzotriazol-5-yl)-3-(7-{[(5'R*)-7'-hydroxy-5'-methyl-3'H-spiro[cyclopropane-1,2'-pyrido[2,3-f][1,4]oxazepine]-4'(5'H)-yl]methyl}-1-benzothiophen-5-yl)propane